3-Ethyl-5-(2-methylpiperazin-1-yl)-2,3-dihydro-1,4-benzodioxine C(C)C1OC2=C(OC1)C=CC=C2N2C(CNCC2)C